N-(4-{[4-(2-hydroxy-2-methylpropyl)piperazinyl]methyl}phenyl){[(4-methoxyphenyl)methyl]amino}carboxamide OC(CN1CCN(CC1)CC1=CC=C(C=C1)NC(=O)NCC1=CC=C(C=C1)OC)(C)C